C(#N)C1=CC=C(C=C1)NC=1N=C(C2=C(N1)CCN(C2)C([C@@H](N)CCSC)=O)OC2=C(C=C(C#N)C=C2C)C 4-((2-((4-cyanophenyl)amino)-6-methionyl-5,6,7,8-tetrahydropyrido[4,3-d]pyrimidin-4-yl)oxy)-3,5-dimethylbenzonitrile